(4-((4-methoxyphenyl)amino)-9H-pyrimido[4,5-b]indol-6-yl)(4-methylpiperazin-1-yl)methanone tert-butyl-((3S,5R)-1-benzyl-5-hydroxypiperidin-3-yl)carbamate C(C)(C)(C)N(C(O)=O)[C@@H]1CN(C[C@@H](C1)O)CC1=CC=CC=C1.COC1=CC=C(C=C1)NC1=NC=NC=2NC3=CC=C(C=C3C21)C(=O)N2CCN(CC2)C